tert-butyl 4-(1-isobutyl-5-oxo-pentyl)-2,2-dimethyl-oxazolidine-3-carboxylate C(C(C)C)C(CCCC=O)C1N(C(OC1)(C)C)C(=O)OC(C)(C)C